The molecule is a member of the class of xanthones that is 9H-xanthen-9-one substituted by hydroxy groups at positions 1, 3, 6 and 7. Isolated from Garcinia mangostana and Maclura pomifera, it exhibits inhibitory activity against protein kinase C. It has a role as an antineoplastic agent, an EC 2.7.11.13 (protein kinase C) inhibitor and a plant metabolite. It is a member of xanthones and a polyphenol. C1=C(C=C2C(=C1O)C(=O)C3=CC(=C(C=C3O2)O)O)O